L-3,4-dichlorobenzylthiourea ClC=1C=C(CNC(=S)N)C=CC1Cl